3-ETHYLPYRROLIDINE-3-CARBOXYLIC ACID C(C)C1(CNCC1)C(=O)O